ClC=1C(=C(C=C(C1)Cl)C1=NC=NN2C1=CC(=C2)CN2C(N(C=CC2=O)C(=O)OC(C)(C)C)=O)CC2CNCCO2 tert-butyl 3-((4-(3,5-dichloro-2-(morpholin-2-ylmethyl)phenyl)pyrrolo[2,1-f][1,2,4]triazin-6-yl)methyl)-2,4-dioxo-3,4-dihydropyrimidine-1(2H)-carboxylate